2,4-diphenyl-quinoline C1(=CC=CC=C1)C1=NC2=CC=CC=C2C(=C1)C1=CC=CC=C1